6-(bis(2-hydroxydodecylamino)hexyl)adamantane-1,3,5-tricarboxamide OC(CNC(CCCCCC1C2(CC3(CC(CC1C3)(C2)C(=O)N)C(=O)N)C(=O)N)NCC(CCCCCCCCCC)O)CCCCCCCCCC